OC\C=C/1\[C@@H](N2C(C[C@H]2O1)=O)C(=O)[O-].[K+] potassium (Z)-(2r,5r)-3-(2-hydroxyethylidene)-7-oxo-4-oxa-1-azabicyclo[3.2.0]heptane-2-carboxylate